C(C)(=O)OC1=C(C=C(C=C1)B(O)O)[N+](=O)[O-] 4-ACETOXY-3-NITROPHENYLBORONIC ACID